N-(5-bromo-2-nitronaphthalen-1-yl)acetamide BrC1=C2C=CC(=C(C2=CC=C1)NC(C)=O)[N+](=O)[O-]